(2S,3S,4S,5R,6R)-3,4,5-tris(benzyloxy)-6-((benzyloxy)methyl)tetrahydro-2H-pyran-2-carbaldehyde C(C1=CC=CC=C1)O[C@@H]1[C@H](O[C@@H]([C@H]([C@@H]1OCC1=CC=CC=C1)OCC1=CC=CC=C1)COCC1=CC=CC=C1)C=O